3-bromo-6-((6-methylpyridin-2-yl)ethynyl)quinoline 1-isopropyl-{2-methyl-1-[[[1-(4-methylphenyl)-ethyl]-amino]-carbonyl]-propyl}carbamate C(C)(C)N(C(O)=O)C(C(C)C)C(=O)NC(C)C1=CC=C(C=C1)C.BrC=1C=NC2=CC=C(C=C2C1)C#CC1=NC(=CC=C1)C